NC1=NC(=CC(=N1)N1CCC2(C[C@H](NC2)C(=O)O)CC1)O[C@@H](C(F)(F)F)C1=C(C=C(C=C1)C1=CC=C(C=C1)C(N(C)C)=O)N1N=C(C=C1)C (S)-8-(2-amino-6-((R)-1-(4'-(dimethylcarbamoyl)-3-(3-methyl-1H-pyrazol-1-yl)-[1,1'-biphenyl]-4-yl)-2,2,2-trifluoroethoxy)pyrimidin-4-yl)-2,8-diazaspiro[4.5]decane-3-carboxylic acid